tert-butyl ((3-bromo-1-methyl-1H-pyrazol-4-yl)methyl-d2)(methyl)carbamate BrC1=NN(C=C1C([2H])([2H])N(C(OC(C)(C)C)=O)C)C